N-{[4-(isoquinoline-4-sulfonyl)phenyl]methyl}thieno[2,3-c]pyridine-2-carboxamide C1=NC=C(C2=CC=CC=C12)S(=O)(=O)C1=CC=C(C=C1)CNC(=O)C1=CC=2C(=CN=CC2)S1